NC=1C2=C(N=CN1)N(C(=C2C2=C(C=C(C=C2)OC2=CC=CC=C2)OCC)C#CC2CN(C2)C2CCN(CC2)C(C=C)=O)C 1-(4-(3-((4-amino-5-(2-ethoxy-4-phenoxyphenyl)-7-methyl-7H-pyrrolo[2,3-d]pyrimidin-6-yl)ethynyl)azetidin-1-yl)piperidin-1-yl)prop-2-en-1-one